(1H-benzo[d]imidazol-6-yl)methylamine N1C=NC2=C1C=C(C=C2)CN